C(C)(C)O[Sn](OC(C)C)(OC(C)C)OC(C)C tetraisopropoxytin (IV)